(Z)-(2-chloro-4-fluorophenyl)-1-piperazinyl ketone oxime ClC1=C(C=CC(=C1)F)/C(/N1CCNCC1)=N/O